CN(C)CC1CN(C1)C1=CC=CC=2N(C=NC21)C(=O)NCCOC2=CC=CC=C2 4-(3-((Dimethylamino)methyl)azetidin-1-yl)-N-(2-phenoxyethyl)-1H-benzo[d]imidazole-1-carboxamide